FC1=C2CC[C@H](C2=CC=C1[N+](=O)[O-])OP(=O)(N1CC1)N1CC1 di(aziridin-1-yl)phosphinic acid (R)-4-fluoro-5-nitro-2,3-dihydro-1H-inden-1-yl ester